3,3-dimethyl-1-oxoisoindole CC1(NC(C2=CC=CC=C12)=O)C